C1(CCCC1)NCCCC Cyclopentylaminobutan